5-Hexyl-2,3-dimethylpyrazine C(CCCCC)C=1N=C(C(=NC1)C)C